ClC1=CC=C(C=C1)C1=C(C(=NC2=CC=CC=C12)C)C(=O)OCC ethyl 4-(4-chlorophenyl)-2-methylquinoline-3-carboxylate